{2-[1-(3-{[(2R,4R)-6-chloro-4-hydroxy-3,4-dihydro-2H-1-benzopyran-2-carbonyl]amino}bicyclo[1.1.1]pentan-1-yl)-1H-1,2,3-triazol-4-yl]cyclopropyl}methyl ethyl carbonate C(OCC1C(C1)C=1N=NN(C1)C12CC(C1)(C2)NC(=O)[C@@H]2OC1=C([C@@H](C2)O)C=C(C=C1)Cl)(OCC)=O